COC(=O)C=1C(=CC(=C2C1CCO2)C=2SC(=CN2)OC(C)C)I.NC=2C=C(C=CC2[N+](=O)[O-])N(C(CCl)=O)CCNC N-(3-amino-4-nitrophenyl)-2-chloro-N-(2-(methylamino)ethyl)acetamide methyl-5-iodo-7-(5-isopropoxythiazol-2-yl)-2,3-dihydrobenzofuran-4-carboxylate